Benzyl (3S,5S)-3-fluoro-5-((6-(3-fluoro-4-((phenylmethyl)sulfonamido)phenyl)-8-methylpyrido[3,2-d]pyrimidin-2-yl)amino)piperidine-1-carboxylate F[C@@H]1CN(C[C@H](C1)NC=1N=CC2=C(N1)C(=CC(=N2)C2=CC(=C(C=C2)NS(=O)(=O)CC2=CC=CC=C2)F)C)C(=O)OCC2=CC=CC=C2